C(C1=CC=CC=C1)OC1=C(N(C=CC1=O)C1=CC=C(C=C1)N(C)C)C 3-(benzyloxy)-1-(4-(dimethylamino)phenyl)-2-methylpyridin-4(1H)-one